3-hydroxypropane-1-sulfonamide OCCCS(=O)(=O)N